C1CC12OCCN(C2)C2=NC=CC(=N2)NC2=CC(=NO2)C2=C(C=C(C=C2)OC)F N-(2-(4-oxa-7-azaspiro[2.5]oct-7-yl)pyrimidin-4-yl)-3-(2-fluoro-4-methoxyphenyl)isoxazol-5-amine